C1(CC1)C1=NC(=NN1)NC1=NC(=NN2C1=C(C(=C2)C2=NN(C=C2)C)C)C=2N(C=CN2)C N-(5-Cyclopropyl-1H-1,2,4-triazol-3-yl)-5-methyl-2-(1-methyl-1H-imidazol-2-yl)-6-(1-methyl-1H-pyrazol-3-yl)pyrrolo[2,1-f][1,2,4]triazin-4-amine